OC1(CC(C1)N1C=C(C2=C1N=NC(=C2)C2=C(C=C(C=C2C)C(F)(F)F)O)OC)C 2-{7-[(1s,3s)-3-hydroxy-3-methylcyclobutyl]-5-methoxy-7H-pyrrolo[2,3-c]pyridazin-3-yl}-3-methyl-5-(trifluoromethyl)phenol